COC1=C(C=CC=C1OC)C(=O)N1CCC(CC1)CCCCNC(=O)C1=CC=2C(=CN=CC2)S1 N-(4-{1-[(2,3-dimethoxyphenyl)carbonyl]piperidin-4-yl}butyl)thieno[2,3-c]pyridine-2-carboxamide